2-(6-methyl-2-(p-tolyl)imidazo[1,2-a]pyridine-3-yl)acetaldehyde CC=1C=CC=2N(C1)C(=C(N2)C2=CC=C(C=C2)C)CC=O